CC1(CC2CCCC(C2CC1)(C)C)O octahydro-2,5,5-trimethyl-2-naphthalenol